COCC(COC)(C)CC=C 2-allyl-2-methyl-1,3-propylene glycol dimethyl ether